8-(5-(((5-fluoro-2,3-dihydrobenzofuran-4-yl)methyl)amino)-[1,2,4]triazolo[4,3-c]pyrimidin-8-yl)imidazo[1,2-a]pyridine-3-carboxylic acid FC=1C=CC2=C(CCO2)C1CNC1=NC=C(C=2N1C=NN2)C=2C=1N(C=CC2)C(=CN1)C(=O)O